C(CCC([2H])([2H])C1=C(C=CC(=C1)C)S(=O)(=O)[O-])([2H])([2H])C1=C(C=CC(=C1)C)S(=O)(=O)[O-] Butan-1,4-diyl-1,1,4,4-d4-bis(4-methylbenzensulfonat)